C(C)(C)(C)N1CCC(CC1)NC1=NC2=C(C(=C(C=C2C(=N1)N1CCN(CC1)C(C=C)=O)Cl)C1=C2C=NNC2=CC=C1C)F 1-(4-(2-((1-(tert-butyl)piperidin-4-yl)amino)-6-chloro-8-fluoro-7-(5-methyl-1H-indazol-4-yl)quinazolin-4-yl)piperazin-1-yl)prop-2-en-1-one